FC1=CC(=C(C=C1C=1C=NC(=NC1)N1CCCC1)NC(=O)C1=CN(C(C=C1C(F)(F)F)=O)C)N1C[C@H](N([C@H](C1)C)C)C |r| N-[4-fluoro-5-(2-pyrrolidin-1-ylpyrimidin-5-yl)-2-[rac-(3R,5S)-3,4,5-trimethylpiperazin-1-yl]phenyl]-1-methyl-6-oxo-4-(trifluoromethyl)pyridine-3-carboxamide